rac-(5R)-5-ethyl-N-[rac-(3S)-5-methyl-4-oxo-2,3-dihydro-1,5-benzoxazepin-3-yl]-5,6,7,8-tetrahydro-[1,2,4]triazolo[1,5-a]pyridine-2-carboxamide C(C)[C@@H]1CCCC=2N1N=C(N2)C(=O)N[C@H]2COC1=C(N(C2=O)C)C=CC=C1 |r|